5-[cyclopropyl(difluoro)methyl]-2-pyrimidin-2-yl-pyrazol-3-amine C1(CC1)C(C=1C=C(N(N1)C1=NC=CC=N1)N)(F)F